(4-bromo-5-fluorobenzo[b]thiophen-2-yl)carbamic acid tert-butyl ester C(C)(C)(C)OC(NC1=CC2=C(S1)C=CC(=C2Br)F)=O